(S)-tert-butyl 2-(6-(3-methyl-1H-pyrrolo[2,3-b]pyridin-5-yl)-2-(5-methylpyrazine-2-Carbonyl)-1,2,3,4-tetrahydroisoquinolin-8-yl)pyrrolidine-1-carboxylate CC1=CNC2=NC=C(C=C21)C=2C=C1CCN(CC1=C(C2)[C@H]2N(CCC2)C(=O)OC(C)(C)C)C(=O)C2=NC=C(N=C2)C